methyl 6-chloro-2-[3-(difluoromethyl)-5-methyl-pyrazol-1-yl]pyridine-3-carboxylate ClC1=CC=C(C(=N1)N1N=C(C=C1C)C(F)F)C(=O)OC